ClC1=CC2=C(C3=CC=CC=C3C(=C2C=C1)OCCCCC(=O)OC(C)C)OCCCCC(=O)OC(C)C 2-chloro-9,10-bis(isopropoxycarbonylbutyleneoxy)anthracene